O[C@@]1([C@@H](C2=CC=CC=C2C1)NC(=O)C=1C=CC2=C(C(C(O2)(C)C)N2C(NC(CC2=O)(C)C)=N)C1)C N-[(1R,2S)-2-hydroxy-2-methyl-indan-1-yl]-3-(2-imino-4,4-dimethyl-6-oxo-hexahydropyrimidin-1-yl)-2,2-dimethyl-3H-benzofuran-5-carboxamide